2-(5-cyclopropyl-4,7-difluoro-3,3-dimethyl-2-oxoindol-1-yl)acetic acid C1(CC1)C=1C(=C2C(C(N(C2=C(C1)F)CC(=O)O)=O)(C)C)F